ClC1=NC=NC=C1NC(OC(C)(C)C)=O tert-butyl N-(4-chloropyrimidin-5-yl)carbamate